NCCC1=CNC=N1 Racemic-histamine